FC(CN1N=NC2=C1C=C(C=C2)C=2C(=CN1N=C(N=C(C12)OC)N[C@H]1CC[C@H](CC1)OCCO)F)F 2-((cis-4-((5-(1-(2,2-difluoroethyl)-1H-benzo[d][1,2,3]triazol-6-yl)-6-fluoro-4-methoxypyrrolo[2,1-f][1,2,4]triazin-2-yl)amino)cyclohexyl)oxy)ethan-1-ol